2,7-pyrenedioic acid C1=C(C=C2C=CC3=CC(=CC4=CC=C1C2=C34)C(=O)O)C(=O)O